(S)-tert-butyl 2-methylthiomorpholine-4-carboxylate-1,1-dioxide C[C@H]1CN(CCS1(=O)=O)C(=O)OC(C)(C)C